(2r,4s)-2-(2-(5-(tert-butyl)-2-ethoxyphenyl)-7-azaspiro[3.5]Nonane-7-Carbonyl)-5-azaspiro[3.4]Octane-6-one C(C)(C)(C)C=1C=CC(=C(C1)C1CC2(C1)CCN(CC2)C(=O)C2CC1(C2)NC(CC1)=O)OCC